1(2H)-phthalazin-one C1(NN=CC2=CC=CC=C12)=O